BrC=1C=C(\C=C\2/OC3=C(C2=O)C(=CC(=C3C3CCN(CC3)C)OC)OC)C=CC1 (Z)-2-(3-bromobenzylidene)-4,6-dimethoxy-7-(1-methylpiperidin-4-yl)benzofuran-3(2H)-one